triphenyl-[4-(4,4,5,5-tetramethyl-1,3,2-dioxaborolan-2-yl)phenyl]silane C1(=CC=CC=C1)[Si](C1=CC=C(C=C1)B1OC(C(O1)(C)C)(C)C)(C1=CC=CC=C1)C1=CC=CC=C1